CN(C1=CN=C(S1)/C=C/C=C/C=1SC[C@@H](N1)C(=O)O)C (S)-2-((1e,3e)-4-(5-(dimethylamino)thiazol-2-yl)but-1,3-dien-1-yl)-4,5-dihydrothiazole-4-carboxylic acid